methyl (E)-4-(6-((5,6,7,8-tetrahydro-1,8-naphthyridin-2-yl)methyl)-2,6-diazaspiro[3.3]heptane-2-yl)but-2-enoate N1=C(C=CC=2CCCNC12)CN1CC2(CN(C2)C/C=C/C(=O)OC)C1